(S or R)-4-(4-(azetidin-3-yl)-6-chloro-2-(3-(dimethylamino)azetidin-1-yl)-8-fluoroquinazolin-7-yl)naphthalene-2-ol bistrifluoroacetate FC(C(=O)O)(F)F.FC(C(=O)O)(F)F.N1CC(C1)C1=NC(=NC2=C(C(=C(C=C12)Cl)C1=CC(=CC2=CC=CC=C12)O)F)N1CC(C1)N(C)C